C(C)(C)(C)OC(CNC(=O)C1=NC=C(C=C1)OC=1C=NC=CC1)=O (5-(pyridin-3-yloxy)pyridineformyl)glycine tert-butyl ester